bis(1-hydroxymethyl)-1,1'-binaphthyl OCC=1C(=C(C2=CC=CC=C2C1)C1=CC=CC2=CC=CC=C12)CO